Z-mannose O=C[C@@H](O)[C@@H](O)[C@H](O)[C@H](O)CO